NC(CC[C@@H]1CN(C(C1)(C)C)C(C(F)(F)F)=O)C1=CC=C(C(=O)OC)C=C1 Methyl 4-[1-amino-3-[(3S)-5,5-dimethyl-1-(2,2,2-trifluoroacetyl)pyrrolidin-3-yl]propyl]benzoate